1-(dimethoxytriphenylmethyl-hydroxy)-propane lithium salt [Li].COC=1C(=C(C=CC1)C(C1=CC=CC=C1)(C1=CC=CC=C1)OCCC)OC